methyl-6-(trifluoromethoxy)pyridineamide CC=1C(=NC(=CC1)OC(F)(F)F)C(=O)N